N1CCCC1.[Li] lithium (pyrrolidine) salt